ClC1=CC=C(C=C1)CCCC(=O)O 4-(4-chlorophenyl)butanoic acid